FC(C(=O)O)(C(=O)C=1SC=C(C1)C1=CNC2=C(C=CC=C12)F)F 2,2-difluoro-3-(4-(7-fluoro-1H-indol-3-yl)thiophen-2-yl)-3-oxopropionic acid